ClC1=CC=C(C=C1)C1=NN(C(=C1)NC(=O)N[C@@H]1CN(C[C@H]1C1=CC(=C(C=C1)F)F)CCOC)C 1-(3-(4-chlorophenyl)-1-methyl-1H-pyrazol-5-yl)-3-((3s,4r)-4-(3,4-difluorophenyl)-1-(2-methoxyethyl)pyrrolidin-3-yl)urea